C(C)(=O)N1CCN(CC1)S(=O)(=O)C=1C=C(C(=O)O)C=CC1 3-(4-Acetylpiperazin-1-yl)sulfonyl-benzoic acid